P(O)(O)O.[P] phosphorus (phosphorous acid)